4-(3-chlorophenyl)-5-phenyl-2-(2-thienyl)imidazole tert-butyl-(2-(1-bromoimidazo[1,5-a]pyridin-3-yl)propan-2-yl)carbamate C(C)(C)(C)N(C(O)=O)C(C)(C)C1=NC(=C2N1C=CC=C2)Br.ClC=2C=C(C=CC2)C=2N=C(NC2C2=CC=CC=C2)C=2SC=CC2